[N+](=O)([O-])C1=CC2=CC=C3C=CC=C4C(=CC(=C1[N+](=O)[O-])C2=C43)[N+](=O)[O-] 2,3,5-trinitropyrene